BrC=1C(=C(C=CC1)S(=O)(=O)NC=1C=C2C(N(C(C2=CC1)=O)C1C(NC(CC1)=O)=O)=O)Cl 3-bromo-2-chloro-N-(2-(2,6-dioxopiperidin-3-yl)-1,3-dioxoisoindolin-5-yl)benzenesulfonamide